N-(5-((2,3-Dihydroimidazo[1,2-c]quinazolin-9-yl)oxy)-2-fluorophenyl)pyrrolidine-1-sulfonamide N=1CCN2C=NC=3C=CC(=CC3C21)OC=2C=CC(=C(C2)NS(=O)(=O)N2CCCC2)F